(3S)-N-methyl-N-(m-tolyl)-1,1-dioxo-5-(2-trimethylsilylethoxymethyl)-1,2,5-thiadiazolidine-3-carboxamide CN(C(=O)[C@H]1NS(N(C1)COCC[Si](C)(C)C)(=O)=O)C=1C=C(C=CC1)C